OC1=C(C(N(C=C1)C)=O)NC(N[C@@H](CC(=O)OCC)C1=CC(=CC=C1)C1=NC=CN=C1)=O ethyl (S)-3-(3-(4-hydroxy-1-methyl-2-oxo-1,2-dihydropyridin-3-yl)ureido)-3-(3-(pyrazin-2-yl) phenyl)propanoate